C1(=CC=CC=C1)C1OCC2N1C(C(CC2)(C([2H])([2H])[2H])C([2H])([2H])[2H])=O 3-Phenyl-6,6-bis-(methyl-d3)tetrahydro-1H-oxazolo[3,4-a]pyridin-5(3H)-one